Methyl (S)-2-(3-(1-((tert-butyldimethylsilyl)oxy)ethyl)-5-methyl-4H-1,2,4-triazol-4-yl)-4-chlorothiophene-3-carboxylate [Si](C)(C)(C(C)(C)C)O[C@@H](C)C1=NN=C(N1C=1SC=C(C1C(=O)OC)Cl)C